CC=1N=C(SC1)NC(/C=C/C(=O)N(CC)CC)=O (E)-But-2-enedioic acid diethylamide (4-methyl-thiazol-2-yl)-amide